1-(4-(6-(4-((6-methoxypyridin-3-yl)methyl)piperazin-1-yl)pyridin-3-yl)-6-(1-Methyl-1H-pyrazol-4-yl)pyrazolo[1,5-a]pyridin-3-yl)-3-methylurea COC1=CC=C(C=N1)CN1CCN(CC1)C1=CC=C(C=N1)C=1C=2N(C=C(C1)C=1C=NN(C1)C)N=CC2NC(=O)NC